NC1C(CN(C1)C=1N(C(C2=C(N1)NC=C2C2=C(C1=CN(N=C1C=C2)C)Cl)=O)C)(F)F 2-(4-amino-3,3-difluoro-pyrrolidin-1-yl)-5-(4-chloro-2-methyl-2H-indazol-5-yl)-3-methyl-3,7-dihydro-4H-pyrrolo[2,3-d]pyrimidin-4-one